C[C@@H]1[C@H](C2=CC(=CC=C2C1)C)N (1r,2s)-2,6-dimethylindan-1-amine